5-(Cyclopentylamino)-3-[2-(1-cyclopropyl-6-fluoro-1,3-benzodiazol-5-yl)ethynyl]-1-[(3S)-pyrrolidin-3-yl]pyrazole-4-carboxamide hydrochloride Cl.C1(CCCC1)NC1=C(C(=NN1[C@@H]1CNCC1)C#CC1=CC2=C(N(C=N2)C2CC2)C=C1F)C(=O)N